NC1=C2CC[C@@H](N(C2=CC=C1NCCN(C)C)C(=O)OC)C methyl (2S)-5-amino-6-[[2-(dimethylamino) ethyl]amino]-2-methyl-1,2,3,4-tetrahydroquinoline-1-carboxylate